2,5,5-trimethyl-4,8,48,53-tetraoxo-52-undecyl-3,11,14,17,20,23,26,29,32,35,38,41,44-tridecaoxa-7,47,52-triazatrihexacontan-63-oic acid CC(C)OC(C(CNC(CCOCCOCCOCCOCCOCCOCCOCCOCCOCCOCCOCCOCCNC(CCCN(C(CCCCCCCCCC(=O)O)=O)CCCCCCCCCCC)=O)=O)(C)C)=O